FC(C(C(C(C(C(F)(F)F)(F)F)(F)F)(OC)F)(F)F)(F)F 1,1,1,2,2,3,4,4,5,5,6,6,6-tridecafluoro-3-methoxyhexane